6-(4-((1H-indazol-5-yl)amino)-5-chloro-pyrimidin-2-yl)-N-(pyridazin-4-yl)-1H-indole-2-carboxamide N1N=CC2=CC(=CC=C12)NC1=NC(=NC=C1Cl)C1=CC=C2C=C(NC2=C1)C(=O)NC1=CN=NC=C1